NC1=CC=C(C=C1)N(C(C)=O)CC(=O)N(C)C 2-(N-(4-Aminophenyl)acetamido)-N,N-dimethylacetamide